The molecule is a monocarboxylic acid anion obtained by deprotonation of the carboxy group of beta-D-4-deoxy-Delta(4)-GlcpA-(1->3)-D-GlcpNAc; major species at pH 7.3. It is a carbohydrate acid derivative anion and a monocarboxylic acid anion. CC(=O)N[C@@H]1[C@H]([C@@H]([C@H](OC1O)CO)O)O[C@H]2[C@@H]([C@H](C=C(O2)C(=O)[O-])O)O